C(C)(C)(C)OC(N(C)[C@@H]1C[C@@H](CC1)OC=1C(=NC(=CC1)Br)C(C)=O)=O ((1S,3R)-3-((2-acetyl-6-bromopyridin-3-yl)oxy)cyclopentyl)(methyl)carbamic acid tert-butyl ester